trans-Farnesyl-acetone tert-Butyl-4-(5-(2-fluorophenyl)-7H-pyrrolo[2,3-d]pyrimidin-4-yl)piperazine-1-carboxylate C(C)(C)(C)OC(=O)N1CCN(CC1)C=1C2=C(N=CN1)NC=C2C2=C(C=CC=C2)F.C(C=C(C)CCC=C(C)CCC=C(C)C)CC(C)=O